Cl.OC1=NC(=CC=C1)O 2,6-Dihydroxypyridine hydrochloride